C(C)(C)(C)N1N=CC(=C1)C(=O)NCC1=C(C=C(C=C1)C1=NC=NN2C1=CC(=C2)C=2C=NN(C2)C)C 1-(tert-butyl)-N-(2-methyl-4-(6-(1-methyl-1H-pyrazol-4-yl)pyrrolo[2,1-f][1,2,4]triazin-4-yl)benzyl)-1H-pyrazole-4-carboxamide